C1CC12COC(OC2)CN2N=NC(=C2)NC 1-((5,7-dioxaspiro[2.5]oct-6-yl)methyl)-N-methyl-1H-1,2,3-triazol-4-amine